4-((3-methoxyoxetan-3-yl)methyl)piperazine COC1(COC1)CN1CCNCC1